(4-(2-Chloropropionamido)-2,6-difluorophenyl)-3-(1-methyl-1H-pyrazol-4-yl)-1H-pyrazolo[3,4-c]pyridine-1-carboxylic acid tert-butyl ester C(C)(C)(C)OC(=O)N1N=C(C=2C1=CN=CC2C2=C(C=C(C=C2F)NC(C(C)Cl)=O)F)C=2C=NN(C2)C